3-amino-8-bromo-N-(3,3,3-trifluoropropyl)imidazo[1,2-a]pyridine-2-carboxamide NC1=C(N=C2N1C=CC=C2Br)C(=O)NCCC(F)(F)F